perfluorodecyl-ethoxysilane F[Si](OC(C(F)(F)F)(F)F)(C(C(C(C(C(C(C(C(C(C(F)(F)F)(F)F)(F)F)(F)F)(F)F)(F)F)(F)F)(F)F)(F)F)(F)F)F